CC1C2OC2C(CC1)C(=C)C 2-methyl-5-(1-methyl-vinyl)-7-oxabicyclo[4.1.0]heptane